C1C(NCCC2=C1C=CC=C2)C(=O)OC methyl 2,3,4,5-tetrahydro-1H-3-benzoazepine-2-carboxylate